S1C=CC2=C1C=CC(=C2)C=2CC[C@@H](CN2)C (3S)-6-(benzothiophen-5-yl)-3-methyl-2,3,4,5-tetrahydropyridine